CN1N=C(C2=C1C(N(CC2)CC2(CC2)S(NC2=NC=CN=C2)(=O)=O)=O)C(=O)N 1-methyl-7-oxo-6-((1-(N-(pyrazin-2-yl)sulfamoyl)cyclopropyl)methyl)-4,5,6,7-tetrahydro-1H-pyrazolo[3,4-c]pyridine-3-carboxamide